thiocysteinic acid N[C@@H](CS)C(=S)O